(2R)-2-(4,5-dichloro-6-oxo-pyridazin-1-yl)-N-[4-methyl-3-[[(1R)-2,2,2-trifluoro-1-(2-pyridylmethyl)ethyl]sulfamoyl]phenyl]propanamide ClC=1C=NN(C(C1Cl)=O)[C@@H](C(=O)NC1=CC(=C(C=C1)C)S(N[C@@H](C(F)(F)F)CC1=NC=CC=C1)(=O)=O)C